C(C1=CC=CC=C1)(=O)N1C(CC[C@@H](C1)O)C(=O)O (5S)-1-benzoyl-5-hydroxypiperidine-2-carboxylic acid